FC1=C2C=CN(C2=C(C=C1)C)C1=CC(=CC=C1)N1CC(N(CC1)C(C)C)=O 4-fluoro-N-(3-(4-isopropyl-3-oxopiperazin-1-yl)phenyl)-7-methyl-1H-indole